ClC=1C=CC(=NC1)C1(C=C(C(C2(CC2)C1)=O)C#N)OC 7-(5-chloropyridin-2-yl)-7-methoxy-4-oxospiro[2.5]oct-5-ene-5-carbonitrile